4-Bromonaphthalenedicarboxylic anhydride BrC=1C=C2C(=C3C=CC=CC13)C(=O)OC2=O